tert-Butyl (5-((2-chloro-5-(trifluoromethyl)phenyl)carbamoyl)-4-methylthiazol-2-yl)carbamate ClC1=C(C=C(C=C1)C(F)(F)F)NC(=O)C1=C(N=C(S1)NC(OC(C)(C)C)=O)C